OC1=C(C(=O)OCCCCC)C=CC=C1O pentyl 2,3-dihydroxybenzoate